BrC1=CC(=NC=C1)C(C)(C)OC1OCCCC1 4-bromo-2-[2-(oxan-2-yloxy)propan-2-yl]pyridine